N-(5-{4-[(1S)-1-(2H-1,3-benzodioxol-5-yl)ethyl]piperazin-1-yl}-1,3,4-thiadiazol-2-yl)acetamide 2-Ethylhexyl-2,3,4,5-tetrabromobenzoate C(C)C(COC(C1=C(C(=C(C(=C1)Br)Br)Br)Br)=O)CCCC.O1COC2=C1C=CC(=C2)[C@H](C)N2CCN(CC2)C2=NN=C(S2)NC(C)=O